(S)-2-(6-chloro-1-(cyclopropylamino)-2,7-naphthyridin-4-yl)butan-2-ol ClC=1C=C2C(=CN=C(C2=CN1)NC1CC1)[C@](C)(CC)O